OCCN(CCCCCCC(C(=O)OC(CCCCCCCC)CCCCCCCC)C)CCCCCCCC(=O)OCCCCCCCCC 1-octylnonyl 8-{(2-hydroxyethyl)[7-(nonyloxycarbonyl)heptyl]amino}-2-methyloctanoate